C1=CC=CC=2C=C(C3=C(C4=C(S3)C=CC=C4)C12)C1=CC=C(C=C1)C1=NC(=NC(=C1)C=1C=C(C=C(C1)Cl)C1=CC=CC=C1)C1=CC=CC=C1 4-(4-(benzo[b]naphtho[1,2-d]thiophen-6-yl)phenyl)-6-(5-chloro-[1,1'-biphenyl]-3-yl)-2-phenylpyrimidin